(R)-6-((2-(3-amino-4,4-difluoropiperidin-1-yl)-6-chloro-1H-benzo[d]imidazol-1-yl)methyl)nicotinonitrile N[C@@H]1CN(CCC1(F)F)C1=NC2=C(N1CC1=NC=C(C#N)C=C1)C=C(C=C2)Cl